3'-bromo-4'-fluoro-[1,1'-biphenyl] BrC=1C=C(C=CC1F)C1=CC=CC=C1